1-(cis-3-((2-((1-ethyl-1H-pyrazol-4-yl)amino)-7H-pyrrolo[2,3-d]pyrimidin-4-yl)oxy)-4-fluoropiperidin-1-yl)prop-2-en-1-one C(C)N1N=CC(=C1)NC=1N=C(C2=C(N1)NC=C2)O[C@@H]2CN(CC[C@@H]2F)C(C=C)=O